N-(4-cyanopyrimidin-2-yl)azetidine-1-sulfonamide C(#N)C1=NC(=NC=C1)NS(=O)(=O)N1CCC1